2-Amino-6-chloro-N-methyl-N-(1,2,3,4-tetrahydronaphthalen-2-yl)isonicotinamide NC=1C=C(C(=O)N(C2CC3=CC=CC=C3CC2)C)C=C(N1)Cl